BrC=1C=C2C(=NC1)NC=C2C(C)C 5-bromo-3-isopropyl-1H-pyrrolo[2,3-b]pyridine